1-(3,5-Dihydroxyphenyl)ethan-1-one OC=1C=C(C=C(C1)O)C(C)=O